C(#N)C=1C(=CC(=NC1)NC(C1=CN=C(C=C1)C1=C(C=C(C=C1)C1=NOC(=N1)C)OC)=O)OCCN(C)C N-(5-cyano-4-(2-(dimethylamino)ethoxy)pyridin-2-yl)-6-(2-methoxy-4-(5-methyl-1,2,4-oxadiazol-3-yl)phenyl)nicotinamide